OC1=COC=CC1=O 3-Hydroxypyran-4-one